PYRROLO[2,3-B]PYRAZINE N1C=2C(=NC=C1)N=CC2